N'-hydroxypyridine-2-carboxamidine ON=C(N)C1=NC=CC=C1